5-cyano-3-methylpyridine-2-carboxylic acid C(#N)C=1C=C(C(=NC1)C(=O)O)C